phosphorus 9,10-dihydro-9-oxa-10-phosphaphenanthrene-10-oxide C1=CC=CC=2C3=CC=CC=C3OP(C12)=O.[P]